C(C)(C)(C)OC(=O)N1CC2(CC2)C[C@H]1C(=O)OCC1=CC=CC=C1 benzyl (S)-5-(t-butoxycarbonyl)-5-azaspiro[2.4]heptane-6-carboxylate